C(C)OC(CC(CCC)OC(C)=O)=O.CN1CC2C(C1)CN(C2)C=O (5-methyl-hexahydropyrrolo[3,4-c]pyrrol-2(1H)-yl)methanone ethyl-3-acetoxyhexanoate